4-Chloro-3'-(((2-(cyclopentyl-1,2,2,5,5-d5)-1-oxoisoindolin-5-yl)oxy)methyl)-[1,1'-biphenyl]-3-carboxylic acid ClC1=C(C=C(C=C1)C1=CC(=CC=C1)COC=1C=C2CN(C(C2=CC1)=O)C1(C(CCC1([2H])[2H])([2H])[2H])[2H])C(=O)O